Tert-butyl (2-((2,3-dihydro-1H-inden-2-yl)carbamoyl)-6-(o-tolylamino)pyridin-4-yl)carbamate C1C(CC2=CC=CC=C12)NC(=O)C1=NC(=CC(=C1)NC(OC(C)(C)C)=O)NC1=C(C=CC=C1)C